ClC=1C=C(C=C(C1OC=1C=C2C(=NC1)NN=C2C)Cl)N2N=C(C(NC2=O)=O)C#N (3,5-dichloro-4-((3-methyl-1H-pyrazolo[3,4-b]pyridin-5-yl)oxy)phenyl)-3,5-dioxo-2,3,4,5-tetrahydro-1,2,4-triazine-6-carbonitrile